FC(C)(F)C1=NC(=CC(=N1)NC1=CC(=NC=C1OCC=1N=CSC1C)NC(C)=O)C N-(4-((2-(1,1-difluoroethyl)-6-methylpyrimidin-4-yl)amino)-5-((5-methylthiazol-4-yl)methoxy)pyridin-2-yl)acetamide